O1C(=NC2=C1C=CC=C2)NC2=NC1=C(N2C)C=CC(=C1)C(=O)NOCCN(C)C 2-(benzo[d]oxazol-2-ylamino)-N-(2-(dimethylamino)ethoxy)-1-methyl-1H-benzo[d]imidazole-5-carboxamide